5-((trifluoromethyl)thio)benzoic Acid FC(SC=1C=CC=C(C(=O)O)C1)(F)F